FC1=C(C=CC=C1F)C1(CN(CC1)C(=O)OC(C)(C)C)OC tert-butyl 3-(2,3-difluorophenyl)-3-methoxypyrrolidine-1-carboxylate